(S)-tert-butyl 3-((4-((3-chloro-4-((3,3-difluorocyclobutyl)methoxy)-2-fluorophenyl)amino)pyrido[3,2-d]pyrimidin-6-yl)oxy)pyrrolidine-1-carboxylate ClC=1C(=C(C=CC1OCC1CC(C1)(F)F)NC=1C2=C(N=CN1)C=CC(=N2)O[C@@H]2CN(CC2)C(=O)OC(C)(C)C)F